(R)-(3-aminopiperidin-yl)(3-methyl-2-(1-((4-methylthiazol-2-yl)methyl)-1H-indol-2-yl)imidazo[1,2-a]pyridin-7-yl)methanone N[C@H]1CN(CCC1)C(=O)C1=CC=2N(C=C1)C(=C(N2)C=2N(C1=CC=CC=C1C2)CC=2SC=C(N2)C)C